dimethoxyheptenyl nonoxymethyl ether C(CCCCCCCC)OCOC=CCCCCC(OC)OC